tert-butyl 4-(2,2,2-trifluoro-1-((4-(4-morpholino-1-((2-(trimethylsilyl)ethoxy)methyl)-1H-pyrrolo[3,2-c]pyridin-2-yl)phenyl)amino)ethyl)-[1,4'-bipiperidine]-1'-carboxylate FC(C(NC1=CC=C(C=C1)C1=CC=2C(=NC=CC2N1COCC[Si](C)(C)C)N1CCOCC1)C1CCN(CC1)C1CCN(CC1)C(=O)OC(C)(C)C)(F)F